3,5-di-tert-butyl-4-hydroxybenzylphosphonic acid dimethyl ester COP(OC)(=O)CC1=CC(=C(C(=C1)C(C)(C)C)O)C(C)(C)C